4-(8,9,10,11-tetrahydro-3H-pyrrolo[3,2-a]phenanthridin-7-yl)benzamide C1=CNC=2C1=C1C=3CCCCC3C(=NC1=CC2)C2=CC=C(C(=O)N)C=C2